(1S,2R,3S,6R,7S,9R)-N-[cyano(1,6-naphthyridin-8-yl)methyl]-4-[(2S)-3,3-dimethyl-2-(2,2,2-trifluoroacetamido)butanoyl]-9-fluoro-4-azatricyclo[5.2.1.0^{2,6}]decane-3-carboxamide C(#N)C(NC(=O)[C@@H]1[C@H]2[C@H]3[C@@H](C[C@@H]([C@H]2CN1C([C@H](C(C)(C)C)NC(C(F)(F)F)=O)=O)C3)F)C=3C=NC=C1C=CC=NC31